2-(trifluoromethyl)acrylic acid-tetrahydro-2H-pyran-2-yl ester O1C(CCCC1)OC(C(=C)C(F)(F)F)=O